8-bromo-6-chloro-2-methylpyrido[3,4-d]pyrimidin-4-ol BrC1=NC(=CC2=C1N=C(N=C2O)C)Cl